C(C)(C)(C)OC(=O)N1CCC(CC1)(C#N)CN1C=CC2=CC(=CC(=C12)C1=C2C(=NC=C1)C=C(S2)CO)Cl tert-butyl-4-((5-chloro-7-(2-(hydroxymethyl)thieno[3,2-b]pyridin-7-yl)-1H-indole-1-yl)methyl)-4-cyanopiperidine-1-carboxylate